3-bromo-5-methyl-1-[[3-(trifluoromethyl)phenyl]methyl]pyrazole BrC1=NN(C(=C1)C)CC1=CC(=CC=C1)C(F)(F)F